7-amino-6-bromo-2-cyclopropyl-4-(4-(difluoromethoxy)phenyl)thieno[3,2-b]pyridin-5(4H)-one NC=1C2=C(N(C(C1Br)=O)C1=CC=C(C=C1)OC(F)F)C=C(S2)C2CC2